3-(4-bromo-benzyl)-5-methyl-1-oxa-5-azaspiro[5.5]undec-7,10-diene-4,9-dione BrC1=CC=C(CC2COC3(N(C2=O)C)C=CC(C=C3)=O)C=C1